CC1N(CCCNC1)S(=O)(=O)C1=C2C=CN=C(C2=CC=C1)O 5-((2-methyl-1,4-diazacycloheptan-1-yl)sulfonyl)isoquinolin-1-ol